C(C)(C)(C)OC(NC=1C(NC(N(N1)C1=CC(=C(C(=C1)Cl)OC1=NNC(C(=C1)[C@H](C)CC)=O)Cl)=O)=O)=O |r| racemic-t-butyl-N-[2-(3,5-dichloro-4-[[6-oxo-5-(sec-butyl)-1H-pyridazin-3-yl]oxy]-phenyl)-3,5-dioxo-4H-1,2,4-triazin-6-yl]carbamate